(R)-2-ethyl-1-((R)-5-(pyridin-2-yl)-2,3-dihydro-1H-indene-2-carbonyl)indoline-6-sulfonamide C(C)[C@H]1N(C2=CC(=CC=C2C1)S(=O)(=O)N)C(=O)[C@@H]1CC2=CC=C(C=C2C1)C1=NC=CC=C1